N'-acetyl-4-amino-N'-isopropyl-1-methyl-N-((5-(trifluoromethyl)pyridin-2-yl)methyl)-1H-pyrazolo[4,3-c]quinoline-8-carbohydrazide C(C)(=O)N(N(C(=O)C1=CC=2C3=C(C(=NC2C=C1)N)C=NN3C)CC3=NC=C(C=C3)C(F)(F)F)C(C)C